lanthanum boride B12B3[B-]14B5[B-]23B45.[La]